N-(2-(1-((2-(2,4-dioxotetrahydropyrimidin-1(2H)-yl)pyridin-4-yl)methyl)piperidin-4-yl)-5-(2-hydroxypropane-2-yl)benzo[d]thiazol-6-yl)-6-(trifluoromethyl)nicotinamide O=C1N(CCC(N1)=O)C1=NC=CC(=C1)CN1CCC(CC1)C=1SC2=C(N1)C=C(C(=C2)NC(C2=CN=C(C=C2)C(F)(F)F)=O)C(C)(C)O